N-[5-(2-fluoroethoxy)-4,6-dimethoxy-pyrimidin-2-yl]-5-phenyl-1H-pyrrole-3-sulfonamide FCCOC=1C(=NC(=NC1OC)NS(=O)(=O)C1=CNC(=C1)C1=CC=CC=C1)OC